C(C)OC=1C=C(C=2N(C1)N=CC2C#N)C2=NC=C(N=C2)N2CC1N(C(C2)C1)CC=1C=NC(=C(C1)F)OC 6-Ethoxy-4-(5-(6-((5-fluoro-6-methoxypyridin-3-yl)methyl)-3,6-diazabicyclo[3.1.1]hept-3-yl)pyrazin-2-yl)pyrazolo[1,5-a]pyridine-3-carbonitrile